FC1=CC(=C(C=2CCCC12)N)C1=CC=NC=C1 7-fluoro-5-(pyridin-4-yl)-2,3-dihydro-1H-inden-4-amine